3-hydroxy-butyryl-CoA OC(CC(=O)SCCNC(CCNC([C@@H](C(COP(OP(OC[C@@H]1[C@H]([C@H]([C@@H](O1)N1C=NC=2C(N)=NC=NC12)O)OP(=O)(O)O)(=O)O)(=O)O)(C)C)O)=O)=O)C